5-(2,4-difluorophenyl)-3-methylisothiazole FC1=C(C=CC(=C1)F)C1=CC(=NS1)C